(P)-2-[4-[4-(aminomethyl)-8-chloro-1-oxo-2H-phthalazin-6-yl]-2-methyl-pyrazol-3-yl]-6-(cyclopropoxy)-3-fluoro-benzonitrile NCC1=NNC(C2=C(C=C(C=C12)C1=C(N(N=C1)C)C1=C(C#N)C(=CC=C1F)OC1CC1)Cl)=O